3-(7-fluoro-1H-indol-4-yl)-2-(2,6-diethylphenyl)-4,5,6,7-tetrahydro-2H-pyrazolo[4,3-c]Pyridine hydrochloride Cl.FC=1C=CC(=C2C=CNC12)C=1N(N=C2C1CNCC2)C2=C(C=CC=C2CC)CC